FC(CCCS(=O)CCCCCCCCC[C@H]1[C@H]2[C@@H]3CC[C@@H]([C@@]3(C)CC[C@@H]2C=2C=CC(=CC2C1)B1OC(C(O1)(C)C)(C)C)O)(C(F)(F)F)F (7α,17β)-7-[9-[(4,4,5,5,5-pentafluoropentyl)sulfinyl]nonyl]-3-(4,4,5,5-tetramethyl-1,3,2-dioxaborolan-2-yl)-estra-1,3,5(10)-trien-17-ol